C1(=CC=CC=C1)CCCCN1C(NC(C=C1)=O)=O 1-(4-phenylbutyl)pyrimidine-2,4(1h,3h)-dione